5-amino-1-(4'-aminophenyl)-1,3,3-trimethylindane methyl-(S)-2-(5-(4-chlorophenyl)-2-oxo-2,3-dihydro-1H-benzo[e][1,4]diazepin-3-yl)acetate COC(C[C@@H]1N=C(C2=C(NC1=O)C=CC=C2)C2=CC=C(C=C2)Cl)=O.NC=2C=C1C(CC(C1=CC2)(C)C2=CC=C(C=C2)N)(C)C